tert-Butyl N-[(1R)-1-[[4-[1-(benzenesulfonyl)pyrrolo[2,3-b]pyridin-4-yl]-3-(trifluoromethyl)phenyl]carbamoyl]-3-methyl-butyl]carbamate C1(=CC=CC=C1)S(=O)(=O)N1C=CC=2C1=NC=CC2C2=C(C=C(C=C2)NC(=O)[C@@H](CC(C)C)NC(OC(C)(C)C)=O)C(F)(F)F